CC=1C(OC(C1C)=CCC)=O 3,4-dimethyl-5-propylidenefuran-2(5H)-one